6-(3-(1H-imidazole-1-yl)propyl)pyridine-2-amine N1(C=NC=C1)CCCC1=CC=CC(=N1)N